Tert-butyl 4-((4-(1-(2,6-dioxopiperidin-3-yl)-3-methyl-2-oxo-2,3-dihydro-1H-benzo[d]imidazole-5-yl)piperidin-1-yl)methyl)-4-fluoropiperidine-1-carboxylate O=C1NC(CCC1N1C(N(C2=C1C=CC(=C2)C2CCN(CC2)CC2(CCN(CC2)C(=O)OC(C)(C)C)F)C)=O)=O